5-amino-2-chloro-6-(7-fluoro-5-methyl-1-(tetrahydro-2H-pyran-2-yl)-1H-indazol-4-yl)pyrimidine-4-carboxylic acid ethyl ester C(C)OC(=O)C1=NC(=NC(=C1N)C1=C2C=NN(C2=C(C=C1C)F)C1OCCCC1)Cl